8-(3,5-Bis-trifluoromethyl-phenyl)-6-chloro-1-methyl-9H-pyrido[3,4-b]indole FC(C=1C=C(C=C(C1)C(F)(F)F)C=1C=C(C=C2C3=C(NC12)C(=NC=C3)C)Cl)(F)F